1-((R)-1-(6-cyclopropylpyridin-3-yl)ethyl)-4-oxo-6-((1S,2R)-2-(pyrimidin-2-yl)cyclobutyl)-4,5-dihydro-1H-pyrazolo[3,4-d]pyrimidine-3-carbonitrile C1(CC1)C1=CC=C(C=N1)[C@@H](C)N1N=C(C2=C1N=C(NC2=O)[C@@H]2[C@@H](CC2)C2=NC=CC=N2)C#N